2-cyclopropyl-6-[2-(morpholin-4-yl)ethyl]-6,7-dihydro-4H-pyrazolo[1,5-a]pyrrolo[3,4-d]pyrimidine C1(CC1)C1=NN2C(NC=3C(=C2)CN(C3)CCN3CCOCC3)=C1